FC=1C=C2C(C(=CN(C2=NC1N1CC(C1)=NOC)C1=NC=NS1)C(=O)O)=O 6-fluoro-7-[3-(methoxyimino)azetidin-1-yl]4-oxo-1-(1,2,4-thiadiazol-5-yl)-1,4-dihydro-1,8-naphthyridine-3-carboxylic acid